rac-2-(4-chloro-3-fluorophenyl)-N-[(4-isopropyl-2,5-dioxoimidazolidin-4-yl)methyl]-2H-1,2,3-triazole-4-carboxamide ClC1=C(C=C(C=C1)N1N=CC(=N1)C(=O)NC[C@]1(NC(NC1=O)=O)C(C)C)F |r|